(R)-5-(2-(methoxymethyl)pyrrolidin-1-yl)-2-(trifluoromethyl)thiazole-4-carboxylic acid ethyl ester C(C)OC(=O)C=1N=C(SC1N1[C@H](CCC1)COC)C(F)(F)F